C1(=CC=CC=C1)C1=CC(=NC=C1)NC1=NC(=NO1)C1=NC=CC=C1 N-(4-phenylpyridin-2-yl)-3-(pyridin-2-yl)-1,2,4-oxadiazol-5-amine